O[C@@H]1[C@@H](COC1)NC(=O)C=1C(N(N=C(C1)C1=CC=C(C=C1)C(F)(F)F)C=1C=NC=CC1)=O |r| N-[(3RS,4RS)-4-Hydroxytetrahydrofuran-3-yl]-3-oxo-2-(pyridin-3-yl)-6-[4-(trifluoromethyl)-phenyl]-2,3-dihydropyridazine-4-carboxamide